N=1N=CN(C1)CC1=CC=C(C=C1)C1=NOC(=N1)C(F)(F)F 3-[4-(4H-1,2,4-triazol-4-ylmethyl)phenyl]-5-(trifluoromethyl)-1,2,4-oxadiazole